3,5-difluorophenyl format C(=O)OC1=CC(=CC(=C1)F)F